5-(4-azidobutoxy)-1H-benzo[d]imidazole N(=[N+]=[N-])CCCCOC1=CC2=C(NC=N2)C=C1